4-(6-chloro-1-methyl-9H-pyrido[3,4-b]indol-8-yl)phenol ClC=1C=C2C3=C(NC2=C(C1)C1=CC=C(C=C1)O)C(=NC=C3)C